2-(3-fluorophenyl)piperidine-3-carboxylic acid (3-tert-butylphenyl)amide C(C)(C)(C)C=1C=C(C=CC1)NC(=O)C1C(NCCC1)C1=CC(=CC=C1)F